N-[2-(2-aminoethylamino)-2-oxoethyl]-4-[[3-[1-but-2-ynyl-3-(trifluoromethyl)pyrazol-4-yl]imidazo[1,2-a]pyrazin-8-yl]amino]-2-chlorobenzamide formate C(=O)O.NCCNC(CNC(C1=C(C=C(C=C1)NC=1C=2N(C=CN1)C(=CN2)C=2C(=NN(C2)CC#CC)C(F)(F)F)Cl)=O)=O